ClC1=CC=C(C=N1)C1=CC=C2C(=C(NC2=C1)C1=CC(=NC(=C1)C)C)C 6-(6-chloropyridin-3-yl)-2-(2,6-dimethylpyridin-4-yl)-3-methyl-1H-indole